2-(5-chloro-2H-benzotriazol-2-yl)-6-tertiary butyl-4-methylphenol ClC1=CC=2C(=NN(N2)C2=C(C(=CC(=C2)C)C(C)(C)C)O)C=C1